C1(CCCCCC1)C1C(NCC(NCC(NC(COC(C(C(N(C(C(N1)=O)CCC)C)=O)C)CCCCCC)C)=O)=O)=O 12-cycloheptyl-19-hexyl-3,16,18-trimethyl-15-propyl-1-oxa-4,7,10,13,16-pentazacyclononadecane-5,8,11,14,17-pentone